NC1=C2C(=NC=N1)N(N=C2)C2CCC(CC2)CO 4-amino-1-((1S,4S)-4-(hydroxymethyl)cyclohexyl)-1H-pyrazolo[3,4-d]pyrimidine